tert-butyl 4-(1-((5-(4-fluorophenoxy)pyridin-2-yl)amino)-2-methyl-1-oxopropan-2-yl)piperazine-1-carboxylate FC1=CC=C(OC=2C=CC(=NC2)NC(C(C)(C)N2CCN(CC2)C(=O)OC(C)(C)C)=O)C=C1